FC1=C(C(=CC=C1)F)NC=1N(C2=NC(=NC=C2N1)N[C@H]1C[C@@H](CC1)O)C1CCC(CC1)C(=O)N (1S,4s)-4-(8-(2,6-difluorophenylamino)-2-((1R,3R)-3-hydroxycyclopentylamino)-9H-purin-9-yl)cyclohexanecarboxamide